OC(C)(C)C=1N=CC(=NC1)N1C(O[C@]2(C1)C[C@](CC(C2)(C)C)(C)CN2C=NC1=C2C=C(C=C1)C#N)=O 1-(((5S,7R)-3-(5-(2-Hydroxypropan-2-yl)pyrazin-2-yl)-7,9,9-trimethyl-2-oxo-1-oxa-3-azaspiro[4.5]decan-7-yl)methyl)-1H-benzo[d]imidazole-6-carbonitrile